4-(5-phenyl-6H-1,3,4,2-dioxazaborinin-2-yl)benzonitrile C1(=CC=CC=C1)C1=NOB(OC1)C1=CC=C(C#N)C=C1